CC1=C(C(=C(C(=C1C1=C(C=CC=C1)O)O)C)C)C tetramethyl-2,2'-dihydroxybiphenyl